C(C)(=O)N[C@H](C(=O)OCCOCCOCCOCCO)CSC(C1=CC=CC=C1)(C1=CC=CC=C1)C1=CC=CC=C1 2-[2-[2-(2-hydroxyethoxy)ethoxy]ethoxy]ethyl (2R)-2-acetamido-3-tritylsulfanyl-propanoate